2-(3-chlorophenyl)-2,2-difluoro-1-phenylethyl (1-(((2S)-4-(ethylamino)-3-hydroxy-4-oxo-1-((S)-2-oxopyrrolidin-3-yl)butan-2-yl)amino)-3-(1-methylcyclobutyl)-1-oxopropan-2-yl)carbamate C(C)NC(C([C@H](C[C@H]1C(NCC1)=O)NC(C(CC1(CCC1)C)NC(OC(C(F)(F)C1=CC(=CC=C1)Cl)C1=CC=CC=C1)=O)=O)O)=O